C(C)(=O)N1CCC(CC1)COC1=CC(=C(C(=O)OC)C(=C1)F)N Methyl 4-[(1-acetylpiperidin-4-yl) methoxy]-2-amino-6-fluorobenzoate